C(C1=CC=CC=C1)(=O)OCC(C#CCCCCC)C=C 2-vinylnon-3-yn-1-yl benzoate